The molecule is the aminoglycoside sulfate salt that is the sulfate salt of neomycin C; a component of neomycin sulfate. It contains a neomycin C. C1[C@H]([C@@H]([C@H]([C@@H]([C@H]1N)O[C@@H]2[C@@H]([C@H]([C@@H]([C@H](O2)CN)O)O)N)O[C@H]3[C@@H]([C@@H]([C@H](O3)CO)O[C@@H]4[C@@H]([C@H]([C@@H]([C@H](O4)CN)O)O)N)O)O)N.OS(=O)(=O)O